FC1=C2CCN(CC2=CC=C1C(=O)OC(C)(C)C)C(CNC(\C=C\C1=CC=C(C=C1)C(F)(F)F)=O)=O tert-Butyl 5-fluoro-2-[2-[[(E)-3-[4-(trifluoromethyl)phenyl]prop-2-enoyl]amino]acetyl]-3,4-dihydro-1H-isoquinoline-6-carboxylate